C(C)(C)(C)OC(NC1=C(C=C(C(=C1)N1CCN(CC1)C)C)N)=O tert-butyl(2-amino-4-methyl-5-(4-methylpiperazin-1-yl)phenyl)carbamate